C(C)(C)N1N=NN=C1C1=NC(=CC=C1)[N+](=O)[O-] 2-(1-isopropyl-1H-tetrazol-5-yl)-6-nitropyridine